7,7-dichloro-3-isopropyl-bicyclo[3.2.0]hept-2-en-6-one ClC1(C(C2CC(=CC12)C(C)C)=O)Cl